C1=C(C=CC=2OC3=C(C21)C=CC=C3)[C@@H](C)NC=3C(N(C(=NN3)SC)CC(=O)OC(C)(C)C)=O Tert-butyl (R)-2-(6-((1-(dibenzo[b,d]furan-2-yl)ethyl)amino)-3-(methylthio)-5-oxo-1,2,4-triazin-4(5H)-yl)acetate